1-Cyclopropylnonyl 8-bromooctanoate BrCCCCCCCC(=O)OC(CCCCCCCC)C1CC1